5-((R)-3,4-dimethylpiperazin-1-yl)-N-((R)-1-(2-(1-ethyl-1H-pyrazol-3-yl)quinolin-4-yl)ethyl)-2-methylbenzamide C[C@@H]1CN(CCN1C)C=1C=CC(=C(C(=O)N[C@H](C)C2=CC(=NC3=CC=CC=C23)C2=NN(C=C2)CC)C1)C